tert-butyl (1R,3r,5S)-3-(5-(benzyloxy)-2-methylbenzofuran-3-carboxamido)-8-azabicyclo-[3.2.1]octane-8-carboxylate C(C1=CC=CC=C1)OC=1C=CC2=C(C(=C(O2)C)C(=O)NC2C[C@H]3CC[C@@H](C2)N3C(=O)OC(C)(C)C)C1